1-((4-((4-fluoroBenzyl)oxy)phenyl)(methyl)amino)-3-((2-hydroxyethyl)amino)propan-2-ol Isostearylacrylat C(CCCCCCCCCCCCCCC(C)C)C(C(=O)OC(CN(C)C1=CC=C(C=C1)OCC1=CC=C(C=C1)F)CNCCO)=C